[Na+].C(C)(=O)OP(=O)([O-])P(=O)([O-])[O-].[Na+].[Na+] acetylhypophosphoric acid sodium salt